(R)-5-(1-aminoethyl)-3-(2-(1,3-dimethyl-2-oxo-1,2-dihydropyridin-4-yl)pyrimidin-5-yl)-2,7-dimethylisoquinolin-1(2H)-one hydrochloride Cl.N[C@H](C)C1=C2C=C(N(C(C2=CC(=C1)C)=O)C)C=1C=NC(=NC1)C1=C(C(N(C=C1)C)=O)C